1-bromo-4-(1,2,2-triphenylvinyl)benzene BrC1=CC=C(C=C1)C(=C(C1=CC=CC=C1)C1=CC=CC=C1)C1=CC=CC=C1